4-bromo-N-(2-(2,6-dioxopiperidin-3-yl)-1,3-dioxoisoindolin-5-yl)-2-(trifluoromethoxy)benzenesulfonamide BrC1=CC(=C(C=C1)S(=O)(=O)NC=1C=C2C(N(C(C2=CC1)=O)C1C(NC(CC1)=O)=O)=O)OC(F)(F)F